tris(4-methoxyphenyl)silane COC1=CC=C(C=C1)[SiH](C1=CC=C(C=C1)OC)C1=CC=C(C=C1)OC